amino-propionic acid methyl ester COC(C(C)N)=O